N-(3-(5-chloro-1H-indol-3-yl)propyl)-4-(3-(methylsulfonyl)propoxy)benzenesulfonamide ClC=1C=C2C(=CNC2=CC1)CCCNS(=O)(=O)C1=CC=C(C=C1)OCCCS(=O)(=O)C